1,2,4-thiadiazole-5-carboxamide S1N=CN=C1C(=O)N